2-(1-(4-((4-(3-(2-hydroxyethyl)piperidin-1-yl)phenyl)amino)-5-oxo-5,6-dihydropyrimido[4,5-d]pyridazin-2-yl)piperidin-4-yl)acetonitrile OCCC1CN(CCC1)C1=CC=C(C=C1)NC1=NC(=NC=2C=NNC(C21)=O)N2CCC(CC2)CC#N